(S)-1-(2-ethyl-4-(8-((3-methyl-4-((1-methyl-1H-benzo[d][1,2,3]triazol-5-yl)oxy)phenyl)amino)pyrimido[5,4-d]pyrimidin-2-yl)piperazin-1-yl)prop-2-en-1-one C(C)[C@@H]1N(CCN(C1)C=1N=CC2=C(N1)C(=NC=N2)NC2=CC(=C(C=C2)OC2=CC1=C(N(N=N1)C)C=C2)C)C(C=C)=O